C(C)(C)(C)C1=C(C=C(C=C1)C1(CCC(CC1)N)N)CCCCCC 1-(4-(tert-butyl)-3-hexylphenyl)cyclohexane-1,4-diamine